(1S,3R,4S)-N-((R)-1-cyano-2-((S)-2-oxopyrrolidin-3-yl)ethyl)-2-(4-(difluoromethyl)-1H-indole-2-carbonyl)-5,5-difluoro-2-azabicyclo[2.2.2]octane-3-carboxamide C(#N)[C@@H](C[C@H]1C(NCC1)=O)NC(=O)[C@@H]1N([C@@H]2CC([C@H]1CC2)(F)F)C(=O)C=2NC1=CC=CC(=C1C2)C(F)F